3-((1R,3R)-1-(2,6-difluoro-4-((1-(3-fluoropropyl)azetidin-3-yl)oxy)phenyl)-6-fluoro-3-methyl-1,3,4,9-tetrahydro-2H-pyrido[3,4-b]indol-2-yl)-2-fluoro-2-methylpropan-1-ol FC1=C(C(=CC(=C1)OC1CN(C1)CCCF)F)[C@H]1N([C@@H](CC2=C1NC1=CC=C(C=C21)F)C)CC(CO)(C)F